C(#N)C12CCC(CC1)(CC2)NC(C2=C(C=CC(=C2)S(F)(F)(F)(F)F)S(=O)(=O)C)=O N-(4-cyanobicyclo[2.2.2]oct-1-yl)-2-(methylsulfonyl)-5-(pentafluoro-lambda6-sulfanyl)benzamide